FC(C1=NC=CC(=C1)N1CC(C1)OC(=O)N1CC=2N=C(N=C(C2C1)N1CCC1)C)(F)F.BrC=1C=C(C(=C(N)C1)C(F)(F)F)F 5-bromo-3-fluoro-2-(trifluoromethyl)aniline 1-(2-(Trifluoromethyl)pyridin-4-yl)azetidin-3-yl-4-(azetidin-1-yl)-2-methyl-5,7-dihydro-6H-pyrrolo[3,4-d]pyrimidine-6-carboxylate